5-((4-chloro-5-((2,2'-dimethyl-4''-(2-(pyrrolidin-1-yl)ethyl)-[1,1':3',1''-terphenyl]-3-yl)methoxy)-2-formylphenoxy)methyl)nicotinonitrile ClC1=CC(=C(OCC=2C=NC=C(C#N)C2)C=C1OCC=1C(=C(C=CC1)C1=C(C(=CC=C1)C1=CC=C(C=C1)CCN1CCCC1)C)C)C=O